COC1=C(C=C(C=C1)NS(=O)(=O)C1=CC=C(C2=CC=CC=C12)NC(C1=C(C=CC=C1)C)=O)N1CCN(CC1)CCC N-(4-(N-(4-methoxy-3-(4-propylpiperazin-1-yl)phenyl)sulfamoyl)naphthalen-1-yl)-2-methylbenzamide